8-(2,2-dimethylpropyl)-2-[(1-phenylcyclobutyl)amino]pyrido[2,3-d]pyrimidin-7(8H)-one CC(CN1C(C=CC2=C1N=C(N=C2)NC2(CCC2)C2=CC=CC=C2)=O)(C)C